FC1=CC=C2C=C(C(=C(C2=C1)O)C(=O)O)O 7-fluoro-1,3-dihydroxy-2-naphthoic acid